(R)-Benzyl 3-(5-chloro-4-(hydroxymethyl)thiophen-2-yl)-3-(1-ethyl-4-methyl-1H-benzo[d][1,2,3]triazol-5-yl)-2,2-dimethylpropanoate ClC1=C(C=C(S1)[C@@H](C(C(=O)OCC1=CC=CC=C1)(C)C)C1=C(C2=C(N(N=N2)CC)C=C1)C)CO